OC1CC(CC1)NC1=C2C(=NC=C1C(=O)OCC)NC=C2 ethyl 4-((3-hydroxycyclopentyl) amino)-1H-pyrrolo[2,3-b]pyridine-5-carboxylate